(7-(4-(4-(benzo[b]thiophen-4-yl)piperazin-1-yl)butoxy)-2-oxoquinolin-1(2H)-yl)methyl ditetradecylcarbamate C(CCCCCCCCCCCCC)N(C(OCN1C(C=CC2=CC=C(C=C12)OCCCCN1CCN(CC1)C1=CC=CC=2SC=CC21)=O)=O)CCCCCCCCCCCCCC